7-(piperidin-4-yloxy)quinolin-4-amine N1CCC(CC1)OC1=CC=C2C(=CC=NC2=C1)N